N4-((1H-Pyrazol-3-yl)methyl)-5-methyl-7-(1H-pyrazol-3-yl)quinoline-2,4-diamine N1N=C(C=C1)CNC1=CC(=NC2=CC(=CC(=C12)C)C1=NNC=C1)N